ClC1=NC=C(C=N1)C=1N(C(C=CN1)C1=CC=C(C=C1)Cl)CC(C)(C)O 2'-Chloro-6-(4-chlorophenyl)-N-(2-hydroxy-2-methylpropyl)[2,5'-bipyrimidin]